ClC1=CC(=C(CC=2N=C(SC2)CN2CCC(CC2)CC2=NC=3C(=NC(=CC3)C(=O)O)N2C[C@H]2OCC2)C=C1)F (S)-2-((1-((4-(4-chloro-2-fluorobenzyl)thiazol-2-yl)methyl)piperidin-4-yl)methyl)-3-(oxetan-2-ylmethyl)-3H-imidazo[4,5-b]pyridine-5-carboxylic Acid